8-[5-[5-[(1R)-1-(3,5-dichloro-4-pyridyl)ethoxy]-1H-indazol-3-yl]-3-fluoro-2-pyridyl]-1-methyl-1,8-diazaspiro[4.5]decan-2-one ClC=1C=NC=C(C1[C@@H](C)OC=1C=C2C(=NNC2=CC1)C=1C=C(C(=NC1)N1CCC2(CCC(N2C)=O)CC1)F)Cl